ClC1=CC=C(C=N1)NC1=NC=CC2=CC(=C(C=C12)F)OCC1(CC1)F N-(6-chloropyridin-3-yl)-7-fluoro-6-((1-fluorocyclopropyl)methoxy)isoquinolin-1-amine